[2-[6-chloro-3-fluoro-2-(5-hydroxy-2,6-dimethyl-3-oxo-pyridazin-4-yl)phenyl]ethyl]benzonitrile ClC1=CC=C(C(=C1CCC1=C(C#N)C=CC=C1)C=1C(N(N=C(C1O)C)C)=O)F